C(=O)C1=CC(=CC2=C1OCOC2)C(=O)O 8-FORMYL-4H-1,3-BENZODIOXINE-6-CARBOXYLIC ACID